[(3R,3aS,6R,6aS)-6-(trifluoromethylsulfonyloxy)-2,3,3a,5,6,6a-hexahydrofuro[3,2-b]furan-3-yl]trifluoromethanesulfonate FC(S(=O)(=O)O[C@@H]1CO[C@H]2[C@@H]1OC[C@H]2OS(=O)(=O)C(F)(F)F)(F)F